1-((3,3-difluoro-1-methylcyclobutyl)methyl)-N-(2-(S-methylsulfonimidoyl)pyridin-4-yl)-4-(trifluoromethyl)-3-(1-(trifluoromethyl)cyclopropyl)-1H-pyrazole-5-carboxamide FC1(CC(C1)(C)CN1N=C(C(=C1C(=O)NC1=CC(=NC=C1)S(=O)(=N)C)C(F)(F)F)C1(CC1)C(F)(F)F)F